tert-butyl 4-[6-isopropyl-5-(8-methyl-[1,2,4]triazolo[1,5-a]pyridin-6-yl)-4H-thieno[3,2-b]pyrrol-2-yl]-3,6-dihydro-2H-pyridine-1-carboxylate C(C)(C)C=1C2=C(NC1C=1C=C(C=3N(C1)N=CN3)C)C=C(S2)C=2CCN(CC2)C(=O)OC(C)(C)C